5-(2,6-difluorophenyl)-1,6-dihydropyrazolo[4,3-d]pyrido[3,2-f][1,3]diazepin FC1=C(C(=CC=C1)F)C=1NC2=C(C3=C(N1)C=NN3)C=CC=N2